NC=1C=NN(C1C)C1CC(C1)C#N 3-(4-AMINO-5-METHYL-1H-PYRAZOL-1-YL)CYCLOBUTANE-1-CARBONITRILE